3,4-diaminobenzoic acid methyl ester COC(C1=CC(=C(C=C1)N)N)=O